IC1=C(C=CC=C1)[C@](CC(C)C)(OCOC)N(C([O-])=O)C(C)C 1-(2-iodophenyl)-(S)-1-methoxymethoxy-3-methyl-butyl-(S)-2-propylcarbamate